C[Si](CCOCC1=NNC=N1)(C)C [2-(trimethylsilyl)ethoxyl-methyl]-1,2,4-triazole